BrC1=C(C=C(C=C1)CN)F (4-bromo-3-fluorophenyl)methylamine